3-bromo-N1-methyl-benzene-1,2-diamine BrC1=C(C(=CC=C1)NC)N